((6-(2-((4-(2,7-Diazaspiro[3.5]nonan-7-yl)phenyl)amino)-6-cyclopropyl-7H-pyrrolo[2,3-d]pyrimidin-7-yl)pyridin-2-yl)imino)dimethyl-λ6-sulfanone C1NCC12CCN(CC2)C2=CC=C(C=C2)NC=2N=CC1=C(N2)N(C(=C1)C1CC1)C1=CC=CC(=N1)N=S(=O)(C)C